3-(4-((8-(4-(4-fluorophenyl)piperazin-1-yl)octyl)thio)-1-oxoisoindolin-2-yl)piperidine-2,6-dione FC1=CC=C(C=C1)N1CCN(CC1)CCCCCCCCSC1=C2CN(C(C2=CC=C1)=O)C1C(NC(CC1)=O)=O